FC1=C(C=C(C(=C1)F)C)C1=CN=C(C=2N1C=CN2)NC=2C=NN(C2)C2CCN(CC2)CC(OC)OC 5-(2,4-difluoro-5-methylphenyl)-N-(1-(1-(2,2-dimethoxyethyl)piperidin-4-yl)-1H-pyrazol-4-yl)imidazo[1,2-a]pyrazin-8-amine